O1CCC(CC1)C=1N=C2C(=NC1)NC=C2C2CCN(CC2)C(=O)OC(C)(C)C tert-butyl 4-(2-tetrahydropyran-4-yl-5H-pyrrolo[2,3-b]pyrazin-7-yl)piperidine-1-carboxylate